3-(3-fluoro-4-methoxyphenyl)propionic acid FC=1C=C(C=CC1OC)CCC(=O)O